COC1=CC(=NC=C1OC1=CC=C(C=C1)C(F)(F)F)C#N 4-methoxy-5-(4-trifluoromethyl-phenoxy)-pyridine-2-carbonitrile